FC(N1N=CC(=C1)C1=NN(C=C1N)COCC[Si](C)(C)C)F 1'-(difluoromethyl)-1-((2-(trimethylsilyl)ethoxy)methyl)-1H,1'H-[3,4'-bipyrazol]-4-amine